ClC1=CC=C(C=C1)C1=NN(C(=C1)C(=O)N(NC1=NC=CC=C1)C(=O)NN)C1=CC=CC=C1 N'-[3-(4-chlorophenyl)-1-phenyl-1H-pyrazol-5-yl-carbonyl]pyridin-2-yl-carbohydrazide